6-[2-fluoro-1-(fluoromethyl)ethoxy]-1-(1-formylpiperidin-4-yl)-2,4-dioxo-1,4-dihydroquinazolin FCC(OC=1C=C2C(NC(N(C2=CC1)C1CCN(CC1)C=O)=O)=O)CF